ClCC(=O)NCC1CCN(CC1)S(=O)(=O)C1=CC=C(C=C1)OC 2-Chloro-N-((1-((4-methoxyphenyl)sulfonyl)piperidin-4-yl)methyl)acetamide